COC1=CC(=NC=C1)N1C(N=C(C2=C1N=C(C=C2)C(F)(F)F)NC)=O 1-(4-methoxypyridin-2-yl)-4-(methyl-amino)-7-(trifluoromethyl)pyrido[2,3-d]pyrimidin-2(1H)-one